BrC=1C(=C2C(N(C=NC2=CC1)[C@@H]1COCC1)=O)C (S)-6-bromo-5-methyl-3-(tetrahydrofuran-3-yl)quinazolin-4(3H)-one